C(OC=1C(=CC2=CN(N=C2C1)C1CCC(CC1)N1CCNCC1)NC(C1=NC(=CC=C1)C(F)(F)F)=O)([2H])([2H])[2H] N-(6-(methoxy-d3)-2-((1r,4r)-4-(piperazin-1-yl)cyclohexyl)-2H-indazol-5-yl)-6-(trifluoromethyl)picolinamide